1-(4-isopropyl-cyclohexyl)ethanol C(C)(C)C1CCC(CC1)C(C)O